4-(4-chlorobenzyl)-1-ethyl-5-mercapto-1,4-dihydro-7H-[1,2,3]triazolo[4,5-d]pyrimidin-7-one ClC1=CC=C(CN2C(=NC(C3=C2N=NN3CC)=O)S)C=C1